2-methyl-4-phenoxybenzenesulfonyl chloride CC1=C(C=CC(=C1)OC1=CC=CC=C1)S(=O)(=O)Cl